tert-butyl-(4-isocyanato-3-(trifluoromethyl)phenoxy)dimethylsilane C(C)(C)(C)[Si](C)(C)OC1=CC(=C(C=C1)N=C=O)C(F)(F)F